C(C)(C)(C)NCC=1N(C2=CC(=CC=C2C(C1)=O)C1=NC(=NC=C1F)N[C@H]1[C@@H](COCC1)O)C(C)C 2-((tert-butylamino)methyl)-7-(5-fluoro-2-(((3S,4R)-3-hydroxytetrahydro-2H-pyran-4-yl)amino)pyrimidin-4-yl)-1-isopropylquinolin-4(1H)-one